CC1(C2=CNN=C2C2=C(C1)OC(=C2C(F)(F)F)C(=O)OCC)C ethyl 4,4-dimethyl-8-(trifluoromethyl)-4,5-dihydro-2H-furo[2,3-g]indazole-7-carboxylate